3-(4-(7-(2-(morpholin-4-yl)ethoxy)benzo[d]imidazo[2,1-b]thiazol-2-yl)phenyl)urea N1(CCOCC1)CCOC1=CC2=C(N3C(S2)=NC(=C3)C3=CC=C(C=C3)NC(N)=O)C=C1